FC1=C(C=C(C[C@@H]2CN(CCN2)CC2=CN=C(S2)NC(C)=O)C=C1)OC (R)-N-(5-((3-(4-Fluoro-3-methoxybenzyl)piperazin-1-yl)methyl)thiazol-2-yl)acetamid